CC(CC(C)C)NC=1C=CC=2NC3=CC=CC=C3C2C1 N-(1,3-Dimethylbutyl)-9H-carbazol-3-amin